5,7-Difluoro-6-(3-(6-(4-methylpiperazin-1-yl)pyridin-3-yl)-1H-pyrazolo[3,4-c]pyridin-5-yl)-1,2,3,4-tetrahydronaphthalen-1-amine FC1=C2CCCC(C2=CC(=C1C=1C=C2C(=CN1)NN=C2C=2C=NC(=CC2)N2CCN(CC2)C)F)N